C1=C(C=CC=2C=CCCC12)O 7,8-dihydronaphthalene-2-ol